Dihexyl 2-(6-bromohexyl)malonate BrCCCCCCC(C(=O)OCCCCCC)C(=O)OCCCCCC